BrC=1C=C2C=C(C=NC2=CC1)OCCOC=1C=NC=C(C1)COC1OCCCC1 6-bromo-3-(2-((5-(((tetrahydro-2H-pyran-2-yl)oxy)methyl)pyridin-3-yl)oxy)ethoxy)quinoline